1-(2-chloro-4-methoxybenzyl)-5-(2-(methylsulfonyl)-6-(trifluoromethyl)pyrimidin-4-yl)pyridin-2(1H)-one ClC1=C(CN2C(C=CC(=C2)C2=NC(=NC(=C2)C(F)(F)F)S(=O)(=O)C)=O)C=CC(=C1)OC